ClC1=C(N=C(S1)NS(=O)(=O)C1CC1)C(C)(C)NC(C1=C(C=C(C=C1)C1=NC(=CN=C1)OCC)F)=O N-(2-(5-chloro-2-(cyclopropanesulfonamido)thiazol-4-yl)propan-2-yl)-4-(6-ethoxypyrazin-2-yl)-2-fluorobenzamide